C1(CCCCC1)C(=O)O.NC=1C=C(C=CC1O)C(C(F)(F)F)(C(F)(F)F)C1=CC(=C(C=C1)O)N bis-(3-amino-4-hydroxyphenyl)hexafluoropropane cyclohexane-1-carboxylate